(2R)-2-(2-(3-((3-(3-(2-aminoethoxy)propanamido)propyl)amino)phenyl)-2-phenylacetamido)-N-(4-hydroxybenzyl)-5-((Z)-2-((2-propionamidoethyl)carbamoyl)guanidino)pentanamide NCCOCCC(=O)NCCCNC=1C=C(C=CC1)C(C(=O)N[C@@H](C(=O)NCC1=CC=C(C=C1)O)CCCN\C(=N/C(NCCNC(CC)=O)=O)\N)C1=CC=CC=C1